ethyl 5-carbamoyl-2-[2-(4-fluorophenyl)ethyl]-4-[5-({[(1R)-2,3-dihydro-1H-indenyl]amino}carbonyl)thiophen-2-yl]-6-(2-methylpropyl)-1,4-dihydropyridine-3-carboxylate C(N)(=O)C=1C(C(=C(NC1CC(C)C)CCC1=CC=C(C=C1)F)C(=O)OCC)C=1SC(=CC1)C(=O)N[C@@H]1CCC2=CC=CC=C12